4-((3-(1,1-difluoropropyl)phenyl)carbamoyl)-2-(6-methoxy-2',6'-dimethyl-[1,1'-biphenyl]-3-yl)-5-methyl-1-((phosphonooxy)methyl)-1H-imidazole 3-oxide FC(CC)(F)C=1C=C(C=CC1)NC(=O)C=1[N+](=C(N(C1C)COP(=O)(O)O)C=1C=C(C(=CC1)OC)C1=C(C=CC=C1C)C)[O-]